[4-(3,4-dimethoxyphenyl)sulfonylmorpholin-2-yl]benzothiophene-2-carboxamide COC=1C=C(C=CC1OC)S(=O)(=O)N1CC(OCC1)C1=C(SC2=C1C=CC=C2)C(=O)N